CYCLOPENTADIEN C1=CC=CC1